4-(morpholin-4-yl)cyclohexane-1-amine N1(CCOCC1)C1CCC(CC1)N